(+/-)-5-{4-[4-{[5-(hydroxymethyl)-4-methyl-5,6-dihydro-4H-1,3-oxazin-2-yl]amino}-2-(trifluoromethyl)phenoxy]-1H-pyrrolo[2,3-b]pyridin-3-yl}-2-[(propan-2-yl)oxy]benzonitrile OCC1C(N=C(OC1)NC1=CC(=C(OC2=C3C(=NC=C2)NC=C3C=3C=CC(=C(C#N)C3)OC(C)C)C=C1)C(F)(F)F)C